FC1=C(C=CC=C1F)C1=CSC=C1 3-(2,3-difluorophenyl)thiophene